octyl-amine acrylate C(C=C)(=O)O.C(CCCCCCC)N